amyl 8-bromooctanoate BrCCCCCCCC(=O)OCCCCC